O1C(OCCC1)[C@H](C)N (S)-1-(1,3-Dioxan-2-yl)ethanamine